2-fluoro-4-(1-(4-methoxyphenyl)-3-((((1S,3R)-3-(methylamino)-cyclohexyl)methyl)-amino)-1H-pyrazol-5-yl)benzonitrile FC1=C(C#N)C=CC(=C1)C1=CC(=NN1C1=CC=C(C=C1)OC)NC[C@@H]1C[C@@H](CCC1)NC